FC12CC(C1)(C2)CNCC2=CC=1C=NC(=CC1N2)CN2N=NC(=C2)C=2C=1N(C=CC2)C=NC1 N-[(3-fluoro-1-bicyclo[1.1.1]pentanyl)methyl]-1-[6-[(4-imidazo[1,5-a]pyridin-8-yl-triazol-1-yl)methyl]-1H-pyrrolo[3,2-c]pyridin-2-yl]methylamine